Br.OC1=CC(=C(C=C1CCN)O)O 6-hydroxydopamine HBr